Methyl 4-methyl-3-pyrazol-1-yl-benzoate CC1=C(C=C(C(=O)OC)C=C1)N1N=CC=C1